(E)-7-diethylamino-3-(4-pyridyl)vinylcoumarin C(C)N(C1=CC=C2C=C(C(OC2=C1)=O)\C=C\C1=CC=NC=C1)CC